ClC1=C(C2=C(C=N1)C(=CN2)I)F 6-chloro-7-fluoro-3-iodo-1H-pyrrolo[3,2-c]pyridine